C(C)NC[C@H]1N(CCCC1)C(=O)OC(C)(C)C tert-butyl (S)-2-[(ethylamino)methyl]piperidine-1-carboxylate